The molecule is a hydroperoxy fatty acid anion resulting from the deprotonation of the carboxy group of 9-hydroperoxy-10E-octadecenoic acid. The major species at pH 7.3. It is a conjugate base of a 9-hydroperoxy-10E-octadecenoic acid. CCCCCCC/C=C/C(CCCCCCCC(=O)[O-])OO